N-((1-(cyclohexylmethyl)piperidin-4-yl)methyl)-5-(2,4-difluorophenyl)isoxazole-3-carboxamide hydrochloride Cl.C1(CCCCC1)CN1CCC(CC1)CNC(=O)C1=NOC(=C1)C1=C(C=C(C=C1)F)F